(2R,3R,4S,5R)-2-(4-amino-5-bromo-pyrrolo[2,3-d]pyrimidin-7-yl)-5-[(E)-5-[(3-fluoro-1-bicyclo[1.1.1]pentanyl)methylamino]pent-1-enyl]tetrahydrofuran-3,4-diol NC=1C2=C(N=CN1)N(C=C2Br)[C@@H]2O[C@@H]([C@H]([C@H]2O)O)\C=C\CCCNCC21CC(C2)(C1)F